NC=1N=NC(=CC1N1CC2CCC(C1)N2C2=CC(=NC=C2)C#CCN2C=C(C(=CC=C2)O)C)C2=C(C=CC=C2)O 1-[3-[4-[3-[3-amino-6-(2-hydroxyphenyl)pyridazin-4-yl]-3,8-diazabicyclo[3.2.1]oct-8-yl]-2-pyridinyl]prop-2-ynyl]-3-methylazepin-4-ol